(difluoromethylene)cyclobutane-1-carboxylic acid FC(F)=C1C(CC1)C(=O)O